NC1=NC(=CC(=C1)C[C@@H]1[C@H](N(C1=O)C(=O)N[C@H](CC)C1=CC(=C(C=C1)C)C)C(=O)N(C)C=1N(C=CN1)C)C (2S,3R)-3-((2-amino-6-methylpyridin-4-yl)methyl)-N2-(1-methyl-1H-imidazol-2-yl)-N1-((R)-1-(3,4-dimethylphenyl)propyl)-N2-methyl-4-oxoazetidine-1,2-dicarboxamide